CN1C=NC(=C1)C#N 1-methylimidazole-4-carbonitrile